COC(C1=CC(=C(C(=C1)F)CO)Br)=O 3-bromo-5-fluoro-4-(hydroxymethyl)benzoic acid methyl ester